tert-butyl 4-[7-({8-fluoro-2,3-dimethylimidazo[1,2-a]pyridin-6-yl}carbamoyl)-2-methylindazol-4-yl]piperazine-1-carboxylate FC=1C=2N(C=C(C1)NC(=O)C1=CC=C(C3=CN(N=C13)C)N1CCN(CC1)C(=O)OC(C)(C)C)C(=C(N2)C)C